4-(3'-(1-cyanocyclopropyl)-[1,1'-biphenyl]-4-yl)-N-(2-ethynylthiazol-4-yl)piperazine-1-carboxamide C(#N)C1(CC1)C=1C=C(C=CC1)C1=CC=C(C=C1)N1CCN(CC1)C(=O)NC=1N=C(SC1)C#C